ClC=1C=CC(=C(C1)N(C1=C(C(=CC(=C1)F)N)C)C)C N1-(5-chloro-2-methylphenyl)-5-fluoro-N1,2-dimethylbenzene-1,3-diamine